di(3-methylbutyl)-dimethoxysilane CC(CC[Si](OC)(OC)CCC(C)C)C